N1(CCCCC1)S(=O)(=O)C1=CC=C(N)C=C1 4-(piperidine-1-sulfonyl)aniline